3-(6-(Hydroxymethyl)-2-oxo-benzo[d]oxazol-3(2H)-yl)piperidine-2,6-dione OCC1=CC2=C(N(C(O2)=O)C2C(NC(CC2)=O)=O)C=C1